tert-butyl (4aS,7aS)-6-{5-chloro-7-[6-(methoxymethoxy)-2-methylindazol-5-yl]-1,8-naphthyridin-3-yl}-hexahydro-2H-pyrrolo[3,4-b]pyridine-1-carboxylate ClC1=C2C=C(C=NC2=NC(=C1)C1=CC2=CN(N=C2C=C1OCOC)C)N1C[C@H]2N(CCC[C@H]2C1)C(=O)OC(C)(C)C